(2R,4aR,14aS,14bS)-9-(benzyloxy)-1,3,4,5,6,14,14a,14b-octahydro-2H-2,4a-epoxypyrido[1',2':1,6][1,2,4]triazino[3,4-a]isoquinoline-8,10-dione trifluoroacetic acid salt FC(C(=O)O)(F)F.C(C1=CC=CC=C1)OC=1C(C=CN2N[C@@H]3N(CC[C@]45CC[C@H](C[C@@H]34)O5)C(C21)=O)=O